NC1=NN2C(N=C(C=C2)C=2C=C3CN(C(C3=C(C2)NS(=O)(=O)C)=O)[C@@H](C)C2CC2)=C1C(=O)NC1CC(C1)(C)O 2-amino-5-{2-[(1S)-1-cyclopropylethyl]-7-methanesulfonamido-1-oxo-2,3-dihydro-1H-isoindol-5-yl}-N-[trans-3-hydroxy-3-methylcyclobutyl]pyrazolo[1,5-a]pyrimidine-3-carboxamide